NC([C@H](C)NC([C@@](CC)(C1=CC=C(C=C1)CC)NC(=O)C=1C(=NN2C1N[C@H](CC2(C)C)C2=CC=CC=C2)C)=O)=O (5R)-N-((2R)-1-(((2S)-1-Amino-1-oxopropan-2-yl)amino)-2-(4-ethylphenyl)-1-oxobutan-2-yl)-2,7,7-trimethyl-5-phenyl-4,5,6,7-tetrahydropyrazolo[1,5-a]pyrimidine-3-carboxamide